(S)-N-(5-(2-(2-amino-5-methylpyridin-3-yl)-5-(1H-pyrazol-1-yl)-3H-imidazo[4,5-b]pyridin-3-yl)-2,3-dihydro-1H-inden-1-yl)-3-formyl-4-hydroxybenzamide NC1=NC=C(C=C1C1=NC=2C(=NC(=CC2)N2N=CC=C2)N1C=1C=C2CC[C@@H](C2=CC1)NC(C1=CC(=C(C=C1)O)C=O)=O)C